C=C1C2C3C4C=CC(C3C(C1)C2)C4 9-methylene-tetracyclo[6.2.1.13,6.02,7]dodeca-4-ene